ClC1=CC=C(C=C1)N1C(=C(C=C1C)C(CNC1CCCCCC1)=O)C 1-(1-(4-Chlorophenyl)-2,5-dimethyl-1H-pyrrol-3-yl)-2-(cycloheptyl-amino)ethanone